1-(4-(6-chloro-7-(1-methyl-1H-indazol-3-yl)quinazolin-4-yl)piperazin-1-yl)prop-2-en-1-one ClC=1C=C2C(=NC=NC2=CC1C1=NN(C2=CC=CC=C12)C)N1CCN(CC1)C(C=C)=O